3-(6-methoxy-4-(methylsulfonyl)-1-oxoisoindolin-2-yl)piperidine-2,6-dione COC1=CC(=C2CN(C(C2=C1)=O)C1C(NC(CC1)=O)=O)S(=O)(=O)C